[OH-].[NH3+]N hydrazinium hydroxide